C(C)(C)(C)OC(=O)N1C(CC(C1)O[Si](C)(C)C(C)(C)C)C=1C(=NC(=CC1)Cl)F 4-[tert-butyl(dimethyl)silyl]oxy-2-(6-chloro-2-fluoro-3-pyridyl)pyrrolidine-1-carboxylic acid tert-butyl ester